(S)-3-hydroxybutyrolactone O[C@H]1CC(=O)OC1